6-((8-Azabicyclo[3.2.1]octan-3-yl)oxy)-N-(3-methyl-4-((1-methyl-1H-benzo[d]imidazol-5-yl)oxy)phenyl)pyrido[3,4-d]pyrimidin-4-amine C12CC(CC(CC1)N2)OC2=CC1=C(N=CN=C1NC1=CC(=C(C=C1)OC1=CC3=C(N(C=N3)C)C=C1)C)C=N2